titanium-titanium palladium [Pd].[Ti].[Ti]